BrC=1C(=NC(=NC1)NC1=CC=C(C=C1)S(=O)(=O)NCCOCCOCCN(C/C=C/C(=O)OC(C)(C)C)C)NC1=C(C(=CC=C1)F)C(N)=O Tert-butyl (E)-4-((2-(2-(2-((4-((5-bromo-4-((2-carbamoyl-3-fluorophenyl)amino)pyrimidin-2-yl) amino)phenyl)sulfonamido)ethoxy)ethoxy)ethyl)(methyl)amino)but-2-enoate